methyl 3,4-difluorophenylacetate FC=1C=C(C=CC1F)CC(=O)OC